N[C@H](C=1N=C2N(N=C(C(=N2)C2CCOCC2)C[C@@H]2C(NC[C@@H](C2)C(F)(F)F)=O)C1)C1CC(C1)C1CC1 (3R,5R)-3-((6-((S)-amino((1r,3S)-3-cyclopropylcyclobutyl)methyl)-3-(tetrahydro-2H-pyran-4-yl)imidazo[1,2-b][1,2,4]triazin-2-yl)methyl)-5-(trifluoromethyl)piperidin-2-one